tert-butyl (2-(3-phenylthioureido)ethyl)carbamate C1(=CC=CC=C1)NC(NCCNC(OC(C)(C)C)=O)=S